4-[1-(3,4,5-trimethoxyphenyl)hexyl]resorcinol Tert-Butyl-4-[2-(2-methylbenzoyl)hydrazinecarbonyl]piperidine-1-carboxylate C(C)(C)(C)C1N(CCC(C1)C(=O)NNC(C1=C(C=CC=C1)C)=O)C(=O)O.COC=1C=C(C=C(C1OC)OC)C(CCCCC)C1=C(C=C(O)C=C1)O